3-(2-hydroxyphenyl)-6,7,8,9-tetrahydro-5H-pyridazino[3,4-b]Indole-6-carboxylic acid OC1=C(C=CC=C1)C1=CC2=C(NC=3CCC(CC23)C(=O)O)N=N1